(4R)-4-[3-[3-[4-(2-azaspiro[3.4]octan-2-yl)phenyl]azetidin-1-yl]-3-oxo-propyl]oxazolidin-2-one C1N(CC12CCCC2)C2=CC=C(C=C2)C2CN(C2)C(CC[C@H]2NC(OC2)=O)=O